(S)-9-(6-Chloro-pyridin-3-ylmethyl)-2-(8-oxa-3-aza-bicyclo[3.2.1]oct-3-yl)-8-trifluoromethyl-6,7,8,9-tetrahydro-pyrimido[1,2-a]-pyrimidin-4-one ClC1=CC=C(C=N1)CN1[C@@H](CCN2C1=NC(=CC2=O)N2CC1CCC(C2)O1)C(F)(F)F